8-Methyl-2-(pyridin-2-ylmethyl)-N-(4H-1,2,4-triazol-3-ylmethyl)-4,5-dihydro-2H-furo[2,3-g]indazol-7-carboxamid CC1=C(OC=2CCC3=CN(N=C3C21)CC2=NC=CC=C2)C(=O)NCC2=NN=CN2